2,4-dibromomesitylene BrC1=C(C=C(C(=C1C)Br)C)C